CN(C)\C=N\NC(=O)C1=NC(=CC=C1)/N=C/N(C)C N,6-bis[(E)-dimethylaminomethyleneamino]pyridine-2-carboxamide